C(C)C(C(=O)O)CCCC.C(CCCCC)(=O)OCC ethyl hexanoate (ETHYL HEXANOATE)